(R)-N-(4-(4-amino-(4-phenoxyphenyl)-1H-pyrazolo[3,4-d]pyrimidin-1-yl)cyclohexyl)-2-(methylamino)-pentanamide hydrochloride Cl.NC1=C2C(=NC=N1)N(N=C2C2=CC=C(C=C2)OC2=CC=CC=C2)C2CCC(CC2)NC([C@@H](CCC)NC)=O